N(C1=CC=CC=C1)C1=CC(=NN=N1)NC1=CC=CC=C1 bis-anilinotriazine